5-(2-hydroxyoctylsulfanyl)-1,10-phenanthroline OC(CSC1=C2C=CC=NC2=C2N=CC=CC2=C1)CCCCCC